BrC1=C(C=C(C=O)C=C1)C(F)(F)F 4-bromo-3-(trifluoromethyl)benzaldehyde